tert-butyl 3-(4-(3-fluoro-3-(methoxymethyl)azetidin-1-yl)pyridin-3-yl)azetidine-1-carboxylate FC1(CN(C1)C1=C(C=NC=C1)C1CN(C1)C(=O)OC(C)(C)C)COC